COC1=CC2=C(NC(=N2)N)C=C1 5-Methoxy-1H-benzo[d]imidazol-2-amine